COC1CCC(CC1)NC(=O)C1=NC(=CC=C1)C=1OC=NN1 N-((1r,4r)-4-methoxycyclohexyl)-6-(1,3,4-oxadiazol-2-yl)pyridinecarboxamide